O=C1N(CCC(N1)=O)C=1C=C(C(=O)N2CCC3(CC2)CCC(CC3)C=O)C=CC1C 3-(3-(2,4-dioxotetrahydropyrimidin-1(2H)-yl)-4-methylbenzoyl)-3-azaspiro[5.5]Undecane-9-carbaldehyde